1,1,1-tri(4-hydroxyphenyl)-ethane OC1=CC=C(C=C1)C(C)(C1=CC=C(C=C1)O)C1=CC=C(C=C1)O